N-((2R,3S)-2-(2-fluorophenyl)-1-(1-(1-methyl-6-oxo-1,6-dihydropyridin-3-yl)-1H-indazol-5-yl)-5-oxopyrrolidin-3-yl)cyclopropanecarboxamide FC1=C(C=CC=C1)[C@H]1N(C(C[C@@H]1NC(=O)C1CC1)=O)C=1C=C2C=NN(C2=CC1)C1=CN(C(C=C1)=O)C